C(C)O[Si](CCSSCC[Si](C)(C)OCC)(C)C bis(2-monoethoxy dimethylsilylethyl) disulfide